(3S,4S)-8-(3-acetyl-6-amino-pyrazin-2-yl)-3-methyl-2-oxa-8-azaspiro[4.5]decane C(C)(=O)C=1C(=NC(=CN1)N)N1CCC2(C[C@@H](OC2)C)CC1